(3RS,7R,11R)-3,7,11,15-tetramethylhexadec-1-en-3-ol C[C@](C=C)(CCC[C@@H](CCC[C@@H](CCCC(C)C)C)C)O |&1:1|